5-Methoxy-indolacetate COC=1C=C2C=C(NC2=CC1)CC(=O)[O-]